6-(((4-chloroquinolin-8-yl)methoxy)pyridin-2-yl)piperidine-1-carboxylate ClC1=CC=NC2=C(C=CC=C12)COC=1C(=NC=CC1)C1CCCCN1C(=O)[O-]